N-[3-[5-[(8-fluoro-2-methyl-imidazo[1,2-a]pyridin-6-yl)carbamoyl]pyrazin-2-yl]-3-azabicyclo[3.1.0]hexane-6-yl]-N-methyl-carbamic acid tert-butyl ester C(C)(C)(C)OC(N(C)C1C2CN(CC12)C1=NC=C(N=C1)C(NC=1C=C(C=2N(C1)C=C(N2)C)F)=O)=O